2-((1R,2S,4S,6R)-6-(hydroxymethyl)-6-(methoxymethyl)-5-oxoquinuclidin-2-yl)-2-methylpropanenitrile OC[C@]1(C([C@@H]2C[C@H](N1CC2)C(C#N)(C)C)=O)COC